NC1CCC(CC1)NC(=O)C=1SC=2N=CC=C3N(C(NC1C23)=O)C2=CC=C(C=C2)OC2=CC=CC=C2 N-((1S,4S)-4-Aminocyclohexyl)-4-oxo-5-(4-phenoxyphenyl)-4,5-dihydro-3H-1-thia-3,5,8-triazaacenaphthylene-2-carboxamide